γ-nonanolactone C1(CC(CCCCCC)O1)=O